ClC1=CC2=C(N(C(N=C2N2[C@H](CN(CC2)C(C=C)=O)C)=O)C2=NC=CN=C2C(C)(C)C)N=C1C1=C(C=CC=C1O)F 6-chloro-7-(2-fluoro-6-hydroxyphenyl)-1-(3-(2-methyl-2-propanyl)-2-pyrazinyl)-4-((2S)-2-methyl-4-(2-propenoyl)-1-piperazinyl)pyrido[2,3-d]pyrimidin-2(1H)-one